OC(CNC(O[C@@H]1CC[C@H](CC1)C(N(C[C@@H]1CC[C@H](CC1)C1=CC(=C(C=C1)OC)C)C1=NC=CC(=C1)C1=CN=C(S1)C1CC1)=O)=O)(C)C trans-4-((4-(2-Cyclopropylthiazol-5-yl)pyridin-2-yl)(((trans)-4-(4-methoxy-3-methylphenyl)cyclohexyl)methyl)carbamoyl)cyclohexyl (2-hydroxy-2-methylpropyl)carbamate